OC1=C(C=CC(=C1)OCCCCCCCC)C1=NC(=NC(=N1)C1=C(C=C(C=C1)OCCCCCCCC)O)C1=C(C=C(C=C1)OCCCCCCCC)O 2,4,6-Tris(2-hydroxy-4-octyloxy-phenyl)-1,3,5-triazin